ClC1=CN=C(C(=N1)N)SC1=CC=NC2=C1OC[C@H]1N2C[C@H](C1)COCOC 6-chloro-3-(((6aS,8S)-8-((methoxymethoxy)methyl)-6a,7,8,9-tetrahydro-6H-pyrido[3,2-b]pyrrolo[1,2-d][1,4]oxazin-4-yl)thio)pyrazin-2-amine